C(C)OC(=O)[C@]1(CN(CC=C1C1=CC=C(C=C1)OC)C(=O)OC(C)(C)C)C |r| (+/-)-4-(4-methoxyphenyl)-3-methyl-2,3-dihydropyridine-1,3(6H)-dicarboxylic acid 1-tert-butyl 3-ethyl ester